OC1=CC=C2C(=CC(OC2=C1O)=O)C 7,8-Dihydroxy-4-methylcoumarin